butyl (4-(2-(4-(4-((2,6-dioxopiperidin-3-yl)amino)-2-fluoro-3-methoxyphenyl)piperazin-1-yl)ethyl)piperidin-1-yl)carbamate O=C1NC(CCC1NC1=C(C(=C(C=C1)N1CCN(CC1)CCC1CCN(CC1)NC(OCCCC)=O)F)OC)=O